C(C)(C)(C)C=1C=C(N(N1)C1=C(C=C(C=C1)F)F)NC(=O)NC1=C(C=C(C=C1)OC1=CC=NC=2NC(CCC12)=O)C(F)(F)F 1-[5-tert-butyl-2-(2,4-difluorophenyl)pyrazol-3-yl]-3-[4-[(7-oxo-6,8-dihydro-5H-1,8-naphthyridin-4-yl)oxy]-2-(trifluoromethyl)phenyl]urea